FC1(OC(OC1(C(C(F)(F)F)(F)F)F)=C(F)F)C(C(F)(F)F)(F)F perfluoro(2-methylene-4,5-diethyl-1,3-dioxolane)